2-(tert-butyl) 3-ethyl hexane-2,3-dicarboxylate CC(C(CCC)C(=O)OCC)C(=O)OC(C)(C)C